FC=1C=NC=CC1B(O)O 3-fluoropyridin-4-boronic acid